CN1N=C(C(=C1C)C=1C=NN2C1C=C(C=C2)N2N=CC(=C2)C(=O)O)C 1-[3-(1,3,5-trimethylpyrazol-4-yl)pyrazolo[1,5-a]pyridin-5-yl]pyrazole-4-carboxylic acid